N-((S)-1-(4-fluoro-2-methoxyphenyl)ethyl)-2-((S)-1-methylpyrrolidin-2-yl)acetamide FC1=CC(=C(C=C1)[C@H](C)NC(C[C@H]1N(CCC1)C)=O)OC